4-amino-1-phenyl-7-(trifluoromethyl)-hydroxypyrido[2,3-d]pyrimidin-2-one NC=1C2=C(N(C(N1)=O)C1=CC=CC=C1)N=C(C=C2O)C(F)(F)F